4-[3-[2,6-Dichloro-4-(3,3-dimethoxyazetidin-1-yl)benzoyl]-2,4-dihydro-1,3-benzoxazin-8-yl]-5-fluoro-2-(3-oxa-8-azabicyclo[3.2.1]octan-8-yl)benzoic acid ClC1=C(C(=O)N2COC3=C(C2)C=CC=C3C3=CC(=C(C(=O)O)C=C3F)N3C2COCC3CC2)C(=CC(=C1)N1CC(C1)(OC)OC)Cl